3-methyl-5-(((2R,3S)-2-methyl-1,1-dioxidotetrahydrothiophen-3-yl)amino)-8-(4-(trifluoromethyl)phenyl)pyrido[4,3-d]pyrimidin-4(3H)-one CN1C=NC2=C(C1=O)C(=NC=C2C2=CC=C(C=C2)C(F)(F)F)N[C@@H]2[C@H](S(CC2)(=O)=O)C